C(#C)C=1SC=C(N1)C(=O)NCCC1=CC=C(C=C1)C1=CC(=CC=2N=CSC21)C(=O)NC 7-(4-(2-(2-Ethynylthiazole-4-carboxamido)ethyl)phenyl)-N-methylbenzo[d]-thiazole-5-carboxamide